OCC([C@H](C[C@H]1C(NCC1)=O)NC(=O)[C@H]1N(C[C@H]2[C@@H]1CCC2)C(=O)C=2OC1=C(C2)C(=CC=C1)OC)=O (1S,3aR,6aS)-N-[(2S)-4-hydroxy-3-oxo-1-[(3S)-2-oxopyrrolidin-3-yl]butan-2-yl]-2-(4-methoxy-1-benzofuran-2-carbonyl)-hexahydro-1H-cyclopenta[c]pyrrole-1-carboxamide